(2S,4R)-1-((S)-2-(1-fluorocyclopropane-1-carboxamido)-3-mercapto-3-methylbutanoyl)-4-hydroxy-N-(4-(4-methylthiazol-5-yl)benzyl)pyrrolidine-2-carboxamide FC1(CC1)C(=O)N[C@@H](C(=O)N1[C@@H](C[C@H](C1)O)C(=O)NCC1=CC=C(C=C1)C1=C(N=CS1)C)C(C)(C)S